COCC=1C(NC(N([C@H]2C[C@H](O)[C@@H](CO)O2)C1)=O)=O 5-methoxymethyl-2'-deoxyuridine